3-FLUORO-2-MORPHOLINOPYRIDINE-4-BORONIC ACID FC=1C(=NC=CC1B(O)O)N1CCOCC1